3-(4-((2R,4r,6S)-2-cyano-7-((5-methoxy-7-methyl-1H-indol-4-yl)methyl)-7-azaspiro[3.5]nonan-6-yl)benzamido)-2,2-dimethylpropanoic acid C(#N)C1CC2(C1)C[C@H](N(CC2)CC2=C1C=CNC1=C(C=C2OC)C)C2=CC=C(C(=O)NCC(C(=O)O)(C)C)C=C2